2-(2,2-dimethylpiperidin-4-yl)-6-(2-methyl-2H-indazol-5-yl)-1,3-benzothiazole CC1(NCCC(C1)C=1SC2=C(N1)C=CC(=C2)C2=CC1=CN(N=C1C=C2)C)C